C(C)NC(=O)N1CC2(C1)CN(C2)C(=O)C2=NNC(=C2)C(C)C N-Ethyl-6-(5-isopropyl-1H-pyrazole-3-carbonyl)-2,6-diazaspiro[3.3]heptane-2-carboxamide